(R)-6-amino-1-(1-phenylethyl)-3,4-dihydroquinolin-2(1H)-one NC=1C=C2CCC(N(C2=CC1)[C@H](C)C1=CC=CC=C1)=O